2-(5-bromo-7-chlorobenzofuran-2-yl)ethanol Picoline-borate B(O)(O)O.N1=C(C=CC=C1)C.BrC=1C=C(C2=C(C=C(O2)CCO)C1)Cl